NC=1C=C(OC=2C=C(C=CC2)C(=O)C2=CC(=CC=C2)OC2=CC(=CC=C2)N)C=CC1 bis[3-(3-aminophenoxy)phenyl]ketone